Methyl (R)-2-chloropropionate Cl[C@@H](C(=O)OC)C